methyl 4-bromo-1H-1,2,3-triazole-5-carboxylate BrC=1N=NNC1C(=O)OC